Br.COC=1C=C(\C=C\2/CC(C\C(\C2=O)=C/C2=CC(=C(C=C2)OC)OC)NC(=O)C2=[NH+]C=CC=C2)C=CC1OC 2-((3,5-Bis((E)-3,4-dimethoxybenzylidene)-4-oxocyclohexyl)carbamoyl)pyridin-1-ium hydrobromide